(5-isopropyl-1H-pyrazol-3-yl){(1R,5S,6r)-6-[5-methyl-4-(2-pyridinyl)-1,2-oxazol-3-yl]-3-azabicyclo[3.1.0]hex-3-yl}methanone C(C)(C)C1=CC(=NN1)C(=O)N1C[C@H]2C([C@H]2C1)C1=NOC(=C1C1=NC=CC=C1)C